(azetidin-3-yloxy)-3-fluoro-N-methylpyridine-2-carboxamide N1CC(C1)OC1=C(C(=NC=C1)C(=O)NC)F